2-(2-((1S,5S)-3-oxabicyclo[3.1.0]hexan-1-yl)-2H-pyrazolo[3,4-b]pyrazin-6-yl)-3-methyl-5-(trifluoromethyl)phenol [C@]12(COC[C@H]2C1)N1N=C2N=C(C=NC2=C1)C1=C(C=C(C=C1C)C(F)(F)F)O